COC([C@H]1N(CCC1)CC=1C(=CC2=C(N=C(O2)C=2C(=C(C=CC2)C2=C(C(=CC=C2)Br)C)C)C1)OC(F)F)=O ((2-(3'-bromo-2,2'-dimethyl-[1,1'-biphenyl]-3-yl)-6-(difluoromethoxy)benzo[d]oxazol-5-yl)methyl)-L-proline methyl ester